butyryl carbamate C(N)(OC(CCC)=O)=O